BrC1=CC=C(CN2N=C3C(C(N(C=4N3CC(N4)(C)C)C)=O)=C2NC2=CC=C(C=C2)F)C=C1 2-(4-bromobenzyl)-3-((4-fluorophenyl)amino)-5,7,7-trimethyl-7,8-dihydro-2H-imidazo[1,2-a]pyrazolo[4,3-e]pyrimidin-4(5H)-one